6-[3-(2-fluoro-3-methoxy-anilino)-7,8-dihydro-5H-1,6-naphthyridin-6-yl]-4,5-dimethyl-pyridazine-3-carbonitrile FC1=C(NC=2C=NC=3CCN(CC3C2)C2=C(C(=C(N=N2)C#N)C)C)C=CC=C1OC